C(=O)S(=O)(=O)ON O-(formylsulfonyl)hydroxylamine